6-methoxy-1-methyl-4-{4-[3-(2-methylphenyl)-1,2,4-oxadiazol-5-yl]piperidin-1-yl}-2-oxo-1,2-dihydroquinoline-3-carboxamide COC=1C=C2C(=C(C(N(C2=CC1)C)=O)C(=O)N)N1CCC(CC1)C1=NC(=NO1)C1=C(C=CC=C1)C